((4aR,8aS)-1-(4-Fluorophenyl)-6-((2-isopropyl-2H-1,2,3-triazol-4-yl)sulfonyl)-4,4a,5,6,7,8,8a,9-octahydro-1H-pyrazolo[3,4-g]isochinolin-4a-yl)(4-(trifluoromethyl)pyridin-2-yl)methanon FC1=CC=C(C=C1)N1N=CC2=C1C[C@@H]1CCN(C[C@]1(C2)C(=O)C2=NC=CC(=C2)C(F)(F)F)S(=O)(=O)C2=NN(N=C2)C(C)C